The molecule is an inositol phosphomannosylinositol phosphophytoceramide(2-) having a tetracosanoyl group attached to the ceramide nitrogen. Major species at pH 7.3. It is a conjugate base of an Ins-1-P-6-Man-beta1-2-Ins-1-P-Cer(d18:0/24:0). CCCCCCCCCCCCCCCCCCCCCCCC(=O)N[C@@H](COP(=O)([O-])O[C@@H]1[C@@H]([C@@H]([C@H]([C@@H]([C@H]1O[C@H]2[C@H]([C@H]([C@@H]([C@H](O2)COP(=O)([O-])OC3[C@@H]([C@H](C([C@H]([C@H]3O)O)O)O)O)O)O)O)O)O)O)O)[C@@H](CCCCCCCCCCCCCCC)O